C(C)N(C(O)=O)C1=NN2C(C(=NC(=C2)C2=CC(=CC=C2)C#N)NCC2=C(C=C(C=C2)OC)OC)=N1.N1(CCOCC1)C1=CC=C(C=C1)N1C(CCC1)=O 1-[4-(Morpholin-4-yl)phenyl]pyrrolidin-2-one Ethyl-(6-(3-cyanophenyl)-8-((2,4-dimethoxybenzyl)amino)-[1,2,4]triazolo[1,5-a]pyrazin-2-yl)carbamate